1-bromo-2-(4-chlorophenyl)naphthalene BrC1=C(C=CC2=CC=CC=C12)C1=CC=C(C=C1)Cl